9,9',9'',9'''-(4-(2,6-diphenylpyridin-3-yl)-6-(pyridin-4-yl)benzene-1,2,3,5-tetrayl)tetrakis(3,6-dimethyl-9H-carbazole) C1(=CC=CC=C1)C1=NC(=CC=C1C1=C(C(=C(C(=C1N1C2=CC=C(C=C2C=2C=C(C=CC12)C)C)C1=CC=NC=C1)N1C2=CC=C(C=C2C=2C=C(C=CC12)C)C)N1C2=CC=C(C=C2C=2C=C(C=CC12)C)C)N1C2=CC=C(C=C2C=2C=C(C=CC12)C)C)C1=CC=CC=C1